Cl.OCC1(CCNCC1)O 4-(hydroxymethyl)piperidine-4-ol hydrochloride